C1(\C=C\CCCCC1)OC(N(C1CCN(CC1)C)C1CCC=2NC3=C(C=CC(=C3C2C1)C1=C(C=CC=C1)Cl)C(N)=O)=O (E)-cyclooct-2-en-1-yl(8-carbamoyl-5-(2-chlorophenyl)-2,3,4,9-tetrahydro-1H-carbazol-3-yl)(1-methylpiperidin-4-yl)carbamate